FC(C=1N=C(SC1C(=O)NC1=C2C(CC(C2=C(C=C1)F)(C)C)C)C)F 4-difluoromethyl-N-(7-fluoro-1,1,3-trimethyl-4-indanyl)-2-methyl-5-thiazolecarboxamide